3-Methyl-5-phenylphenethyl ether CC=1C=C(CCOCCC2=CC(=CC(=C2)C2=CC=CC=C2)C)C=C(C1)C1=CC=CC=C1